COC(=O)C=1OC2=C(C1C(C)C)C=CC=C2C2=C(C(=CC(=C2)F)F)F 3-(1-methylethyl)-7-[2,3,5-tri(fluoro)phenyl]benzofuran-2-carboxylic acid methyl ester